FC(N1C(=NN(C1=O)C1=C(C=CC=C1)B(O)O)C)F 4-(difluoromethyl)-3-methyl-5-oxo-4,5-dihydro-1H-1,2,4-triazolylbenzeneboronic acid